(2-aminoethyl)-N'-methyl-ethane-1,2-diamine NCCC(CNC)N